C(C)(=O)C=1C(=NC(=CC1)N1C=NC2=C1C=C(C=C2)NC=2N=NC(=CC2)C)N2N=C(C=C2)C#N 1-[3-acetyl-6-[6-[(6-methylpyridazin-3-yl)amino]benzimidazol-1-yl]-2-pyridinyl]pyrazole-3-carbonitrile